3-(5-(4-((1-(2-Fluoro-4-(3-(4-fluoro-2-methylphenyl)-7-hydroxychroman-4-yl)phenyl)piperidin-4-yl)methyl)piperazin-1-yl)-1-oxoisoindolin-2-yl)piperidin-2,6-dion FC1=C(C=CC(=C1)C1C(COC2=CC(=CC=C12)O)C1=C(C=C(C=C1)F)C)N1CCC(CC1)CN1CCN(CC1)C=1C=C2CN(C(C2=CC1)=O)C1C(NC(CC1)=O)=O